1,4-bis(3-aminopropoxy)butane NCCCOCCCCOCCCN